CC(C)(C1=CC=CC=C1)OOC(C)(C1=CC=CC=C1)C bis(1-methyl-1-phenylethyl) peroxide